BrCC=1C=C2C(=NC1)N(C(O2)=O)COCC[Si](C)(C)C 6-(bromomethyl)-3-(2-trimethylsilylethoxymethyl)oxazolo[4,5-b]pyridin-2-one